(E)-3-(3-(3,5-bis-(trifluoromethyl)-phenyl)-1H-1,2,4-triazol-1-yl)-2-(6-methoxypyridin-3-yl)acrylic acid FC(C=1C=C(C=C(C1)C(F)(F)F)C1=NN(C=N1)/C=C(/C(=O)O)\C=1C=NC(=CC1)OC)(F)F